FC=1C=C2C=NN(C2=CC1C=1C=2C(=NNC2C=CC1)I)C 5'-fluoro-3-iodo-1'-methyl-1H-4,6'-biindazole